C1(=CC=CC=C1)N1C(NC=CC1=O)=O 3-Phenyluracil